C(C)(C)(C)OC(=O)N1CCC(=CC1)C=1C=C2C(=CN(C2=CC1)C1C(NC(CC1)=O)=O)C 4-[1-(2,6-dioxo-3-piperidinyl)-3-methyl-indol-5-yl]-3,6-dihydro-2H-pyridine-1-carboxylic acid tert-butyl ester